FC=1C=C(C=CC1)C(COC1=C(C=CC(=C1)[N+](=O)[O-])I)=O 1-(3-fluorophenyl)-2-(2-iodo-5-nitrophenoxy)ethanone